N[C@@H]1CC[C@H](OC1)CN1CCC2(CN(C2)C2=NC=NC=C2OC2=C(C(=O)N(C(C)C)C(C)C)C=C(C=C2)F)CC1 2-((4-(7-(((2s,5r)-5-aminotetrahydro-2H-pyran-2-yl)methyl)-2,7-diazaspiro[3.5]non-2-yl)pyrimidin-5-yl)oxy)-5-fluoro-N,N-diisopropylbenzamide